3-(5-(2-aminopyrimidin-4-yl)-1-oxoisoindolin-2-yl)piperidine-2,6-dione NC1=NC=CC(=N1)C=1C=C2CN(C(C2=CC1)=O)C1C(NC(CC1)=O)=O